6-(5-(difluoromethyl)-1,3,4-oxadiazol-2-yl)pyrimidin-4(3H)-On FC(C1=NN=C(O1)C1=CC(NC=N1)=O)F